6-{(3S,4S)-4-methyl-1-[(2-methylpyrimidin-4-yl)methyl]pyrrolidin-3-yl}-1-(tetrahydro-2H-pyran-4-yl)-1,5-dihydro-4H-pyrazolo[3,4-d]pyrimidin-4-one C[C@H]1[C@@H](CN(C1)CC1=NC(=NC=C1)C)C=1NC(C2=C(N1)N(N=C2)C2CCOCC2)=O